4-(3-bromophenyl)-9,9-diphenyl-9H-fluorene BrC=1C=C(C=CC1)C1=CC=CC=2C(C3=CC=CC=C3C12)(C1=CC=CC=C1)C1=CC=CC=C1